NC1=NC=CC(=C1)C[C@@H]1[C@H](N(C1=O)C(=O)N[C@H](CC)C1=C(C(=C(C=C1)C)C)C)C(=O)N(C)C=1N(C=CN1)C (2S,3R)-3-((2-aminopyridin-4-yl)methyl)-N2-(1-methyl-1H-imidazol-2-yl)-N1-((R)-1-(2,3,4-trimethylphenyl)propyl)-N2-methyl-4-oxoazetidine-1,2-dicarboxamide